FC=1C(=NC(=C(C1)F)N[C@H]1CNCC[C@@H]1F)C1=CN=C2N1C=C(C=C2)C(C)(C)O 2-(3-(3,5-difluoro-6-(((3S,4S)-4-fluoro-piperidin-3-yl)-amino)pyridin-2-yl)-imidazo[1,2-a]-pyridin-6-yl)propan-2-ol